CC(C)(C#CC=1C=NC2=CC=C(C=C2C1)C1=C(N=CN1C)C1=CC=CC=C1)O 2-methyl-4-(6-(1-methyl-4-phenyl-1H-imidazol-5-yl)quinolin-3-yl)but-3-yn-2-ol